2-(1H-Pyrrolo[3,2-b]pyridin-3-yl)ethanamine dihydrochloride Cl.Cl.N1C=C(C2=NC=CC=C21)CCN